FC(C)(F)[C@]12CCN(C[C@@H]2C1)C1=C(C(=O)NC2=NC(=NC(=C2)C)N2CCC(CC2)(F)F)C=CC(=C1)NS(=O)(=O)CCO 2-((1R,6S)-6-(1,1-difluoroethyl)-3-azabicyclo[4.1.0]heptan-3-yl)-N-(2-(4,4-difluoropiperidin-1-yl)-6-methylpyrimidin-4-yl)-4-((2-hydroxyethyl)sulfonamido)benzamide